tert-butyl (3S,5R)-3-((4-(2-((4-amino-2-methylnaphthalen-1-yl) oxy) pyridin-3-yl) pyrimidin-2-yl) amino)-5-methylpiperidine-1-carboxylate NC1=CC(=C(C2=CC=CC=C12)OC1=NC=CC=C1C1=NC(=NC=C1)N[C@@H]1CN(C[C@@H](C1)C)C(=O)OC(C)(C)C)C